Benzyl (2S)-2-(8-chloro-imidazo[1,5-a]pyrazin-3-yl)pyrrolidine-1-carboxylate ClC=1C=2N(C=CN1)C(=NC2)[C@H]2N(CCC2)C(=O)OCC2=CC=CC=C2